[Ag].ClC1=NC(=CC(=C1)C1=C(C=CC(=C1)C(F)(F)F)C1=NN=CN1C)Cl 2,6-dichloro-4-[2-(4-methyl-1,2,4-triazol-3-yl)-5-(trifluoromethyl)phenyl]pyridine Silver